methyl (2S)-2-[4-bromo-2-(4-butoxy-4,5-dihydroisoxazol-3-yl)phenoxy]propanoate BrC1=CC(=C(O[C@H](C(=O)OC)C)C=C1)C1=NOCC1OCCCC